(S)-tert-butyl 4-((cis)-4-(4-amino-5-(2-fluoro-4-phenoxyphenyl)imidazo[5,1-f][1,2,4]triazine-7-yl) cyclohexyl)-2-methylpiperazine-1-carboxylate NC1=NC=NN2C1=C(N=C2[C@H]2CC[C@H](CC2)N2C[C@@H](N(CC2)C(=O)OC(C)(C)C)C)C2=C(C=C(C=C2)OC2=CC=CC=C2)F